[Na+].Cl(=O)(=O)[O-] chloric acid sodium salt